5-isobutyrylamino-2-propyl-N-(3-(thiazol-2-yl)benzyl)benzamide C(C(C)C)(=O)NC=1C=CC(=C(C(=O)NCC2=CC(=CC=C2)C=2SC=CN2)C1)CCC